FC=1C=C(C=CC1F)N1C(CCCC1=O)C=1N=C2N(C=CC(=C2)C=2C(=NOC2C)C)C1C1=CC=C(C(=O)N)C=C1 4-(2-(1-(3,4-difluorophenyl)-6-oxopiperidin-2-yl)-7-(3,5-dimethylisoxazol-4-yl)imidazo[1,2-a]pyridin-3-yl)benzamide